1-N-pentacosyl-2-pyrrolidone C(CCCCCCCCCCCCCCCCCCCCCCCC)N1C(CCC1)=O